ClC1=C(C(=C(C=C1OC)OC)Cl)C1=CC2=C(N=C(N=C2)SC)C(=N1)NCC=1C=NN(C1)CCO 2-(4-(((6-(2,6-dichloro-3,5-dimethoxyphenyl)-2-(methylthio)pyrido[3,4-d]pyrimidin-8-yl)amino)methyl)-1H-pyrazol-1-yl)ethan-1-ol